NC1=NC=C(C=C1C1=NC=C(C=C1)C(=O)N(C)C)C1=C2C(=NC=C1)NC(=C2)C(=O)N2CCNCC2 2'-amino-N,N-dimethyl-5'-(2-(piperazine-1-carbonyl)-1H-pyrrolo[2,3-b]pyridin-4-yl)-[2,3'-bipyridine]-5-carboxamide